1-(7-bromospiro[1,3-dihydroisoquinoline-4,1'-cyclopropane]-2-yl)-2,2,2-trifluoro-ethanone BrC1=CC=C2C(=C1)CN(CC21CC1)C(C(F)(F)F)=O